C1(CC1)C=1N(C=C(N1)C1=CC=C(C=C1)C1=NC=CC(=N1)SC)C 2-[4-(2-cyclopropyl-1-methyl-imidazol-4-yl)phenyl]-4-methylsulfanyl-pyrimidine